4-(ethylsulfonyl)aniline C(C)S(=O)(=O)C1=CC=C(N)C=C1